titanium(IV) pyrophosphate [O-]P([O-])(=O)OP(=O)([O-])[O-].[Ti+4]